Benzyl (S)-4-(5-((4-(3-(2,2-difluorocyclopropane-1-carboxamido)phenyl)pyrimidin-2-yl)amino)thiazol-2-yl)-3,6-dihydropyridine-1(2H)-carboxylate FC1([C@@H](C1)C(=O)NC=1C=C(C=CC1)C1=NC(=NC=C1)NC1=CN=C(S1)C=1CCN(CC1)C(=O)OCC1=CC=CC=C1)F